1-{[6-(5-methyl-1H-pyrazol-4-yl)-4-oxo-3,4-dihydrothieno[3,2-d]pyrimidin-2-yl]methyl}-L-proline CC1=C(C=NN1)C1=CC=2N=C(NC(C2S1)=O)CN1[C@@H](CCC1)C(=O)O